C(C)OC(=O)C1=C(N=C(N1)N)F 2-Amino-4-fluoro-1H-imidazole-5-carboxylic acid ethyl ester